((2r,4S,5S)-4-azido-5-fluorotetrahydro-2H-pyran-2-yl)((S)-1-(4-fluorophenyl)-3,4-dihydroisoquinolin-2(1H)-yl)methanone N(=[N+]=[N-])[C@H]1C[C@@H](OC[C@H]1F)C(=O)N1[C@H](C2=CC=CC=C2CC1)C1=CC=C(C=C1)F